2-(6,8-diphenylimidazo[1,2-a]pyridin-2-yl)benzonitrile C1(=CC=CC=C1)C=1C=C(C=2N(C1)C=C(N2)C2=C(C#N)C=CC=C2)C2=CC=CC=C2